C([C@H](O)C1=CC=CC=C1)(=O)O.S1C=CC2=C1[C@H](OCC2)N(C)C (S)-(4,5-dihydro-7H-thieno[2,3-c]pyran-7-yl)-N-methyl-methylamine R-mandelate salt